Cl.Cl.C(C)O ethan-1-ol dihydrochloride